C1N(CCC12CCCC2)C2=CC(=NC=N2)NC(C2=NC(=CC=C2)C=2C=NN(C2)C)=O N-(6-(2-azaspiro[4.4]nonan-2-yl)pyrimidin-4-yl)-6-(1-methyl-1H-pyrazol-4-yl)picolinamide